5-(4-amino-7-bromo-1-methylpyrrolo[3,2-c]pyridin-3-yl)-3-chloro-N-[(trifluoromethyl)cyclopropyl]pyridine-2-carboxamide NC1=NC=C(C2=C1C(=CN2C)C=2C=C(C(=NC2)C(=O)NC2(CC2)C(F)(F)F)Cl)Br